C(NC(=O)C=1N=NC=CC1NC1=C(C=C(C=C1)C=1C=NN(C1)C(F)F)OC1CC1)([2H])([2H])[2H] N-(methyl-d3)-4-((2-cyclopropoxy-4-(1-difluoromethyl-1H-pyrazol-4-yl)phenyl)amino)pyridazine-3-carboxamide